1-ethoxy-4-(trans-4-amyl-cyclohexyl)benzene C(C)OC1=CC=C(C=C1)[C@@H]1CC[C@H](CC1)CCCCC